NCCCOC1=CC(=NC(=C1)CN1CCOCCOCCN(CCOCCOCC1)CC1=NC(=CC=C1)C(=O)O)C(=O)O 4-(3-aminopropoxy)-6-((16-((6-carboxypyridin-2-yl)methyl)-1,4,10,13-tetraoxa-7,16-diazacyclooctadecan-7-yl)methyl)picolinic acid